N-(4-(((3,5-dicyano-6-(dimethylamino)-4-ethylpyridin-2-yl)sulfonyl)methyl)phenyl)acrylamide C(#N)C=1C(=NC(=C(C1CC)C#N)N(C)C)S(=O)(=O)CC1=CC=C(C=C1)NC(C=C)=O